[Si](C)(C)(C(C)(C)C)OC([C@H]1C[C@H]([C@H]2[C@@H]1OC(O2)(C)C)N)C2=CC(=C(C=C2)F)F (3aS,4R,6S,6aR)-6-(((tert-butyldimethylsilyl)oxy)(3,4-difluorophenyl)methyl)-2,2-dimethyltetrahydro-4H-cyclopenta[d][1,3]dioxol-4-amine